COC1=C(C=CC=C1C1=NN(C=N1)C)NC1=NC(=NC=C1C(CC)=O)NC(=O)C1CC1 N-(4-((2-methoxy-3-(1-methyl-1H-1,2,4-triazol-3-yl)phenyl)amino)-5-propionylpyrimidin-2-yl)cyclopropanecarboxamide